5-fluoro-2-(((3-methyl-4-benzyloxypyridin-2-yl)methyl)sulfonyl)-1H-benzo[d]-imidazole FC1=CC2=C(NC(=N2)S(=O)(=O)CC2=NC=CC(=C2C)OCC2=CC=CC=C2)C=C1